C(C)(C)(C)OC(=O)NCCN([C@H](C(=O)OC)CCCC)CCCC Methyl (2S)-2-[2-(tert-butoxycarbonylamino)ethyl-butyl-amino]hexanoate